N1-(4-fluoro-1H-benzimidazol-2-ylmethyl)-N1-(5,6,7,8-tetrahydro-quinolin-8-yl)-butane-1,4-diamine FC1=CC=CC=2NC(=NC21)CN(CCCCN)C2CCCC=1C=CC=NC21